1-methyl-3-(2-ethoxyethyl)imidazole CN1CN(C=C1)CCOCC